5-Hydroxy-N-(1-(7-methoxyquinolin-5-yl)cyclopropyl)-2-methylbenzamide OC=1C=CC(=C(C(=O)NC2(CC2)C2=C3C=CC=NC3=CC(=C2)OC)C1)C